C(OC[C@H]1O[C@@]([C@@H]([C@@H]1O)O)(C#N)C1=CC=C2C(=NC=NN21)N)(OCC21CC(C2)C1)=O ((2R,3S,4R,5R)-5-(4-aminopyrrolo[2,1-f][1,2,4]triazin-7-yl)-5-cyano-3,4-dihydroxytetrahydrofuran-2-yl)methyl (bicyclo[1.1.1]pentan-1-ylmethyl) carbonate